2-((1S,2R)-1-(2-cyanophenyl)-1-(oxazol-4-yl)propan-2-yl)-5-hydroxy-N-(isoxazol-4-yl)-1-methyl-6-oxo-1,6-dihydropyrimidine-4-carboxamide C(#N)C1=C(C=CC=C1)[C@H]([C@@H](C)C=1N(C(C(=C(N1)C(=O)NC=1C=NOC1)O)=O)C)C=1N=COC1